ClC1=C(C=CC=C1Cl)N=C=S 2,3-dichloro-1-isothiocyanatobenzene